C(C)(C)(C)OC(=O)N[C@@H]1[C@@H](N(CC1)C(=O)OCC1=CC=CC=C1)CO[C@@H]1CC[C@@H](CC1)C1=CC=CC=C1 Benzyl (CIS)-3-((tert-butoxycarbonyl)amino)-2-((((CIS)-4-phenylcyclohexyl)oxy)-methyl)pyrrolidine-1-carboxylate